[Cl-].C(CCCCCCCCCCCCCCC)[NH3+] N-hexadecylammonium chloride